OCCNS(=O)(=O)C1=CC=2C(C3=CC(=CC=C3C2C=C1)S(=O)(=O)NCCO)=O N2,N7-bis(2-hydroxyethyl)-9-oxo-9H-2,7-fluorenedisulfonamide